3-(thiazol-4-yl)propionic acid (S)-cyanomethyl ester C(#N)COC(CCC=1N=CSC1)=O